(S)-4-(4-fluoropyrazolo[1,5-a]pyridin-2-yl)-5-(5-(trifluoromethyl)pyridin-2-yl)-4,5,6,7-tetrahydro-1H-imidazo[4,5-c]pyridine FC=1C=2N(C=CC1)N=C(C2)[C@H]2N(CCC1=C2N=CN1)C1=NC=C(C=C1)C(F)(F)F